((2-(cyanomethyl)phenyl)amino)-3-((6-methoxy-2-methyl-1,2,3,4-tetrahydroisoquinolin-7-yl)amino)-1,2,4-triazine-6-carboxamide C(#N)CC1=C(C=CC=C1)NC=1N=C(N=NC1C(=O)N)NC1=C(C=C2CCN(CC2=C1)C)OC